4-amino-1-(4-(1-hydroxyethyl)phenyl)-2-oxo-7-(trifluoromethyl)-1,2-dihydro-1,8-naphthyridine NC1=CC(N(C2=NC(=CC=C12)C(F)(F)F)C1=CC=C(C=C1)C(C)O)=O